tert-butyl 3-[8-fluoro-7-[7-fluoro-8-(2-triisopropylsilylethynyl)-1-naphthyl]-2-methylsulfonyl-pyrido[4,3-d]pyrimidin-4-yl]-3,8-diazabicyclo[3.2.1]octane-8-carboxylate FC1=C(N=CC2=C1N=C(N=C2N2CC1CCC(C2)N1C(=O)OC(C)(C)C)S(=O)(=O)C)C1=CC=CC2=CC=C(C(=C12)C#C[Si](C(C)C)(C(C)C)C(C)C)F